4-[6-(4-fluorophenyl)-2,3-dihydro-1H-indol-1-yl]-2-methyl-quinazoline FC1=CC=C(C=C1)C1=CC=C2CCN(C2=C1)C1=NC(=NC2=CC=CC=C12)C